2-(2-tert-butoxy-2-oxo-ethyl)indan-2-carboxylic acid methyl ester COC(=O)C1(CC2=CC=CC=C2C1)CC(=O)OC(C)(C)C